ethyl 2-chloro-5-oxo-5H-benzo[4',5']-thiazolo[3',2':1,6]pyrido[2,3-d]pyrimidine-6-carboxylate ClC=1N=CC2=C(N1)N1C(=C(C2=O)C(=O)OCC)SC2=C1C=CC=C2